OCC1(CNC1)CO 3,3-bis(hydroxymethyl)azetidine